1-cyano-N-[[1-[4-(trifluoromethyl)phenyl]indazol-3-yl]methyl]methanesulfonamide C(#N)CS(=O)(=O)NCC1=NN(C2=CC=CC=C12)C1=CC=C(C=C1)C(F)(F)F